rac-dimethyl (1R,3S)-4'-bromo-3'-fluoro-1,2,3,4-tetrahydro-[1,1'-biphenyl]-2,3-dicarboxylate BrC1=C(C=C(C=C1)[C@H]1[C@H]([C@H](CC=C1)C(=O)OC)C(=O)OC)F |&1:8|